BrC1=NN2C(NC(=C(C2=O)N2CCN(CC2)C(=O)OC(C)(C)C)O)=N1 tert-butyl 4-(2-bromo-5-hydroxy-7-oxo-4,7-dihydro-[1,2,4]triazolo[1,5-a]pyrimidin-6-yl)piperazine-1-carboxylate